2-[[[3-[3-(trifluoromethyl) phenyl] imidazo[1,2-b]pyridazin-6-yl] amino] methyl]-7-azaspiro[3.5]nonane-7-carboxylate FC(C=1C=C(C=CC1)C1=CN=C2N1N=C(C=C2)NCC2CC1(C2)CCN(CC1)C(=O)[O-])(F)F